ClC1=CC(=C(OC=2C=CC=3N(N2)C=NC(C3C3=C(C=CC=C3Cl)Cl)=O)C=C1)C 2-(4-chloro-2-methylphenoxy)-5-(2,6-dichlorophenyl)-6H-pyrimido[1,6-b]pyridazin-6-one